C1(=CC=CC=C1)C1=NC(=NC(=N1)C1=CC=CC=C1)C1=CC=C(C=C1)N1C2=CC=CC=C2OC=2C=CC=CC12 10-[4-(4,6-diphenyl-1,3,5-triazin-2-yl)phenyl]-10H-phenoxazine